(R)-2-((((9H-fluoren-9-yl)methoxy)carbonyl)(methyl)amino)-3-(3-fluorophenyl)propanoic acid C1=CC=CC=2C3=CC=CC=C3C(C12)COC(=O)N([C@@H](C(=O)O)CC1=CC(=CC=C1)F)C